C(#N)C1=CC(=CC=2N=C(OC21)C=2C(=C(C=CC2)C2=C(C(=CC=C2)NC=2N=CC=C1C=C(C=NC21)CN2C[C@@H](CC2)O)C)C)CNCC(C(=O)O)(C)C (R)-3-((7-cyano-2-(3'-(3-((3-hydroxypyrrolidin-1-yl)methyl)-1,7-naphthyridin-8-ylamino)-2,2'-dimethylbiphenyl-3-yl)benzo[d]oxazol-5-yl)methylamino)-2,2-dimethylpropanoic acid